ClC1=C(COC2=CC=C(C=C2)NC(=O)C2=COC3=C2C=C(C(=C3)C3=NN=NN3)F)C=C(C(=C1)F)F N-(4-((2-chloro-4,5-difluorobenzyl)oxy)phenyl)-5-fluoro-6-(1H-tetrazol-5-yl)benzofuran-3-carboxamide